(Z)-N,N'-diisopropyltert-butoxymethanimidamide C(C)(C)N/C(=N/C(C)C)/OC(C)(C)C